OC(C(C)=O)O Dihydroxyaceton